3-(6-(2-fluorophenoxy)-4-methylnicotinoyl)-4-(((3R,6S)-6-(hydroxymethyl)tetrahydro-2H-pyran-3-yl)amino)-1H-pyrrolo[2,3-b]pyridine-5-carbonitrile FC1=C(OC2=NC=C(C(=O)C3=CNC4=NC=C(C(=C43)N[C@H]4CO[C@@H](CC4)CO)C#N)C(=C2)C)C=CC=C1